N-[1-benzyl-1-methyl-2-(1-methylcyclopropyl)ethyl]-8-fluoro-quinoline-3-carboxamide C(C1=CC=CC=C1)C(CC1(CC1)C)(C)NC(=O)C=1C=NC2=C(C=CC=C2C1)F